6-(4-(3-(4-chloro-3-fluorophenyl)-1-isobutyl-4-methyl-1H-pyrrolo[2,3-b]pyridine-6-carbonyl)piperazin-1-yl)-2,4-dimethylnicotinic acid ClC1=C(C=C(C=C1)C1=CN(C2=NC(=CC(=C21)C)C(=O)N2CCN(CC2)C2=NC(=C(C(=O)O)C(=C2)C)C)CC(C)C)F